C(C)[C@H]1N(C[C@@H](N(C1)C1=CC(N(C=2C=CC(=NC12)C#N)C)=O)C)CC1=CC(=C(C=C1)OC(F)(F)F)F 8-((2S,5R)-5-ethyl-4-(3-fluoro-4-(trifluoromethoxy)benzyl)-2-methylpiperazin-1-yl)-5-methyl-6-oxo-5,6-dihydro-1,5-naphthyridine-2-carbonitrile